4-[(2,3-dihydro-thieno[3,4-b][1,4]dioxin-2-yl)methoxy]butane-2-sulfonic acid O1C=2C(OCC1COCCC(C)S(=O)(=O)O)=CSC2